FC1(CCC=2N(C1)N=C(C2C2=C1C(=NC(=C2)C)NN=C1)C1=NC=C(C=C1)F)COC 4-(6-fluoro-2-(5-fluoropyridin-2-yl)-6-(methoxymethyl)-4,5,6,7-tetrahydropyrazolo[1,5-a]pyridin-3-yl)-6-methyl-1H-pyrazolo[3,4-b]pyridine